NC1=NC=CC=C1C1=NC=2C(=NC(=CC2)C2=C(C=C(C=C2)F)Cl)N1C1=CC=C(CN2CCC(CC2)NC2=NC(=NC=C2)C#N)C=C1 4-((1-(4-(2-(2-Aminopyridin-3-yl)-5-(2-chloro-4-fluorophenyl)-3H-imidazo[4,5-b]pyridin-3-yl)benzyl)piperidin-4-yl)amino)pyrimidine-2-carbonitrile